OCCC=1C(=NC(=CC1)N1C=NC2=C1C=CC(=C2)N2C[C@@H](CC2)O)N2N=C(C=C2C)C#N 1-[3-(hydroxyethyl)-6-[5-[(3R)-3-hydroxypyrrolidin-1-yl]benzimidazol-1-yl]-2-pyridyl]-5-methyl-pyrazole-3-carbonitrile